(+/-)-5-heptyl-dihydro-2(3H)-furanone C(CCCCCC)[C@@H]1CCC(O1)=O |r|